CC=1C=2CCCC2N=C2CN(CC12)C(CC1CN(C1)C1=NC=C(C=N1)C(F)(F)F)=O 1-(8-Methyl-3,5,6,7-tetrahydro-1H-2,4-diaza-s-indacen-2-yl)-2-[1-(5-trifluoromethyl-pyrimidin-2-yl)-azetidin-3-yl]-ethanone